piperidinyl-thiazolidine N1(CCCCC1)C1SCCN1